C1(CC1)N1N=C(C(=C1)OC=1C(=NC=CC1)NC1=CC(=NC=C1)C1(COC1)F)C1CCOCC1 ((1-cyclopropyl-3-(tetrahydro-2H-pyran-4-yl)-1H-pyrazol-4-yl)oxy)-N-(2-(3-fluorooxetan-3-yl)pyridin-4-yl)pyridin-2-amine